N-(acetyl)pyridineacetic acid C(C)(=O)N1C(C=CC=C1)CC(=O)O